dithio-propanesulfonic acid C(CC)S(=S)(=S)O